C(C)OC(=O)C1=C(C=CC(C1C)C)C 2,5,6-trimethylcyclohexane-1,3-diene-1-carboxylic acid ethyl ester